COC(=O)C1=NN=CN1CC1=CC=CC=C1 4-benzyl-1,2,4-triazole-3-carboxylic acid methyl ester